6-chloro-4-(3,5-difluorobenzyl)-8-fluoro-2-methyl-2H-benzo[b][1,4]oxazin-3(4H)-one ClC1=CC2=C(OC(C(N2CC2=CC(=CC(=C2)F)F)=O)C)C(=C1)F